C1=CC2=CC=CC3=CC=4C5(C=CC=C1C5=C32)CC=CC4 benzo(d)pyrene